OC[C@H]1OCC(N(C1)C)=O (S)-6-(hydroxymethyl)-4-methylmorpholin-3-one